The molecule is conjugate base of L-histidinol phosphate having an anionic phosphate and a catoinic amino group; major species at pH 7.3. It has a role as a Saccharomyces cerevisiae metabolite. It is a conjugate base of a L-histidinol phosphate. C1=C(NC=N1)C[C@@H](COP(=O)([O-])[O-])[NH3+]